COC1=NC=NN2C1=C(C=C2)C=2C=C1C(=NC2)N=C(N1CC1=NC=CC(=N1)C(F)(F)F)C 6-(4-methoxypyrrolo[2,1-f][1,2,4]triazin-5-yl)-2-methyl-1-((4-(trifluoromethyl)pyrimidin-2-yl)methyl)-1H-imidazo[4,5-b]pyridine